tert-butyl O3-ethyl 4-oxopiperidine-1,3-dicarboxylate O=C1C(CN(CC1)C(=O)OC(C)(C)C)C(=O)OCC